(8-fluoro-6-(2-(quinolin-6-yl)-7H-pyrrolo[2,3-d]pyrimidin-5-yl)imidazo[1,2-a]pyridin-3-yl)methanol FC=1C=2N(C=C(C1)C1=CNC=3N=C(N=CC31)C=3C=C1C=CC=NC1=CC3)C(=CN2)CO